FC1=C(CC2CC3(CN(C3)C(=O)C3CC(C3)(C)O)C2)C=CC(=C1)C (6-(2-Fluoro-4-methylbenzyl)-2-azaspiro[3.3]heptan-2-yl)((1s,3s)-3-hydroxy-3-methylcyclobutyl)methanon